(S)-4-(3-((azepan-4-ylmethyl)amino)-1-(4-(1,1-dioxidothio-morpholino)-2-meth-oxyphenyl)-1H-pyrazol-5-yl)-2-fluoro-benzonitrile 2,2,2-trifluoroacetate FC(C(=O)O)(F)F.N1CC[C@H](CCC1)CNC1=NN(C(=C1)C1=CC(=C(C#N)C=C1)F)C1=C(C=C(C=C1)N1CCS(CC1)(=O)=O)OC